L-2-amino-4-bromobutyric acid ethyl ester-L-tartrate salt C(=O)(O)[C@H](O)[C@@H](O)C(=O)O.C(C)OC([C@H](CCBr)N)=O